C(C)SC Methyl Ethyl Sulphide